B12B3[B-]14B5[B-]23B45.[Dy] dysprosium hexaboride